C(#N)C1=CC(=C(COC2=CC=CC(=N2)C=2C=NN(C(C2)=O)CC=2S(C=CC2)C[C@H]2OCC2)C=C1)F (S)-2-((4-(6-((4-cyano-2-fluorobenzyl)oxy)pyridin-2-yl)-6-oxopyridazine-1(6H)-yl)methyl)-1-(oxetan-2-ylmethyl)-1H-thiophene